2-[2-methoxyethyl-[2-[[(E)-3-[4-(trifluoromethyl)phenyl]prop-2-enoyl]amino]acetyl]amino]acetic acid COCCN(CC(=O)O)C(CNC(\C=C\C1=CC=C(C=C1)C(F)(F)F)=O)=O